tert-butyl (1R,5S,6r)-6-[4-(ethoxycarbonyl)-5-methyl-1,2-oxazol-3-yl]-3-azabicyclo[3.1.0]hexane-3-carboxylate C(C)OC(=O)C=1C(=NOC1C)C1[C@H]2CN(C[C@@H]12)C(=O)OC(C)(C)C